C(#N)C=1C(=C(C(=C(C1N1C2=CC=C(C=C2C=2C=C(C=CC12)C#N)C#N)N1C2=CC=C(C=C2C=2C=C(C=CC12)C#N)C#N)C1=NC(=NC(=N1)C1=CC=CC=C1)C1=CC=CC=C1)N1C2=CC=C(C=C2C=2C=C(C=CC12)C#N)C#N)N1C2=CC=C(C=C2C=2C=C(C=CC12)C#N)C#N 9,9',9'',9'''-(3-cyano-6-(4,6-diphenyl-1,3,5-triazin-2-yl)benzene-1,2,4,5-tetrayl)tetrakis(9H-carbazole-3,6-dicarbonitrile)